CN(S(=O)(=O)N1N=C(C=C1NC=1N=C(C2=C(N1)C=C(O2)C(=O)[O-])N2CCOCC2)C2=CC=CC=C2)C 2-((1-(N,N-dimethylsulfamoyl)-3-phenyl-1H-pyrazol-5-yl)amino)-4-morpholinofuro[3,2-d]pyrimidine-6-carboxylate